OC12OC3=C(C1(C(C1=CC=CC=C12)=O)NC=1OC=CN1)C=CC(=C3)C(C)C 4b-hydroxy-7-isopropyl-9b-(oxazol-2-yl-amino)-4b,9b-dihydro-10H-indeno[1,2-b]benzofuran-10-one